C(C)(C)(C)OC(=O)N1[C@@H]([C@H](CC1)O[Si](C)(C)C(C)(C)C)/C=C/C(=O)O (E)-3-((2R,3S)-1-(tert-butoxycarbonyl)-3-((tert-butyldimethylsilyl)oxy)pyrrolidin-2-yl)acrylic acid